C(CCCCC(=O)OCC1CC2C(CC1C)O2)(=O)OCC2CC1C(CC2C)O1 bis(3,4-epoxy-6-methylcyclohexan-1-ylmethyl) adipate